C1=CC=CC=2C3=CC=CC=C3C(C12)COC(=O)N[C@H](C(=O)O)CC1=CC(=C(C=C1)F)C (S)-2-((((9H-fluoren-9-yl)methoxy)carbonyl)amino)-3-(4-fluoro-3-methylphenyl)propanoic acid